dibromovinyl ether BrC(=COC=C(Br)Br)Br